perfluorophenyl 7-chloro-2-(4-(3-(difluoromethoxy) azetidin-1-yl) cyclohexyl)-2,4-dimethylbenzo[d][1,3]dioxole-5-carboxylate ClC1=CC(=C(C2=C1OC(O2)(C)C2CCC(CC2)N2CC(C2)OC(F)F)C)C(=O)OC2=C(C(=C(C(=C2F)F)F)F)F